NS(=O)(=O)C1=CC=C(C=C1)CNC1=NC(=NC(=C1)N1CCOCC1)NC=1SC(=C(N1)C)C(=O)OCC 2-[[4-[[[4-(aminosulfonyl)phenyl]methyl]amino]-6-(4-morpholinyl)-2-pyrimidinyl]amino]-4-methyl-5-thiazolecarboxylic acid, ethyl ester